(R)-N-(2-aminoethyl)-2-(((5-(tert-butyl)-6-chloro-1H-indazol-3-yl)amino)methyl)-4-chloro-1-(1-isopropylpyrrolidin-3-yl)-N-methyl-1H-imidazole-5-carboxamide NCCN(C(=O)C1=C(N=C(N1[C@H]1CN(CC1)C(C)C)CNC1=NNC2=CC(=C(C=C12)C(C)(C)C)Cl)Cl)C